[Mg].[Al].[Zn].[Al] aluminium zinc-aluminium-magnesium